3-[[4-amino-5,5-dimethyl-8-(trans-4-morpholinocyclohexoxy)-6H-benzo[h]quinazolin-7-yl]-methyl-amino]propanenitrile NC1=NC=NC=2C3=C(CC(C12)(C)C)C(=C(C=C3)O[C@@H]3CC[C@H](CC3)N3CCOCC3)N(CCC#N)C